2-(4-((2-(2-isopropylphenyl)pyrido[2,3-d]pyrimidin-4-ylamino)methyl)piperidin-1-yl)-5-methyl-1H-imidazole-4-carbonitrile C(C)(C)C1=C(C=CC=C1)C=1N=C(C2=C(N1)N=CC=C2)NCC2CCN(CC2)C=2NC(=C(N2)C#N)C